OC1=CN(C=CC1=O)CCC 3-hydroxy-1-propylpyridin-4(1H)-one